3-benzodioxol-5-yl-(4-fluorophenyl)methanone COPPER [Cu].O1COC2=C1C=CC(=C2)C=2C=C(C=CC2F)C=O